N1C=CC2=C(C=CC=C12)C1=CC(=CNC1=O)NC1=CC=C(C(=O)OCC)C=C1 Ethyl 4-((5-(1H-indol-4-yl)-6-oxo-1,6-dihydropyridin-3-yl)amino)benzoate